The molecule is an unsaturated fatty acyl-CoA that results from the formal condensation of the thiol group of coenzyme A with the carboxy group of (6Z,9Z,12Z,15Z)-octadecatetraenoic acid. It is a member of the n-3 PUFA and is the product of alpha-linolenic acid metabolism. It has a role as a mouse metabolite. It is a long-chain fatty acyl-CoA, an unsaturated fatty acyl-CoA and a stearidonoyl bioconjugate. It derives from an all-cis-octadeca-6,9,12,15-tetraenoic acid. It is a conjugate acid of a (6Z,9Z,12Z,15Z)-octadecatetraenoyl-CoA(4-). CC/C=C\\C/C=C\\C/C=C\\C/C=C\\CCCCC(=O)SCCNC(=O)CCNC(=O)[C@@H](C(C)(C)COP(=O)(O)OP(=O)(O)OC[C@@H]1[C@H]([C@H]([C@@H](O1)N2C=NC3=C(N=CN=C32)N)O)OP(=O)(O)O)O